CC1(NCC2=C1N(N=C2)C(=O)[O-])C 6,6-dimethyl-5,6-dihydropyrrolo[3,4-c]pyrazole-1(4H)-carboxylate